C1OCC12CN(CC2)CCOC=2C=C(C=1N(C2)N=CC1C#N)C1=NC=C(N=C1)N1CC2N(C(C1)C2)CC=2C=NC(=CC2)OC 6-(2-(2-oxa-6-azaspiro[3.4]oct-6-yl)Ethoxy)-4-(5-(6-((6-methoxypyridin-3-yl)methyl)-3,6-diazabicyclo[3.1.1]heptan-3-yl)pyrazin-2-yl)pyrazolo[1,5-a]pyridine-3-carbonitrile